1-(2-(5-(p-tolyl)-1H-imidazol-2-yl)piperidin-1-yl)but-3-en-1-one C1(=CC=C(C=C1)C1=CN=C(N1)C1N(CCCC1)C(CC=C)=O)C